COCCN1C(CNC=2C1=NC(=CN2)C=2C=C(C1=C(NC(=N1)NC)C2)C)=O 1-(2-methoxyethyl)-7-(4-methyl-2-(methylamino)-1H-benzo[d]imidazol-6-yl)-3,4-dihydropyrazino[2,3-b]pyrazin-2(1H)-one